azidotrisilane N(=[N+]=[N-])[SiH2][SiH2][SiH3]